tert-butyl N-[(1S)-1-[2-(6-carbamoylpyrimidin-4-yl)-5-cyclopropyl-1,2,4-triazol-3-yl]ethyl]carbamate C(N)(=O)C1=CC(=NC=N1)N1N=C(N=C1[C@H](C)NC(OC(C)(C)C)=O)C1CC1